ethyl 2-isopropyl-6-methyl-4H-pyrrolo[3,2-d]thiazole-5-carboxylate C(C)(C)C=1SC2=C(N1)C(=C(N2)C(=O)OCC)C